C12C(NC(CC1)C2)C2=NC=NO2 5-(3-azabicyclo[2.2.1]heptane-2-yl)-1,2,4-oxadiazole